N-[3-[2,4-bis(methylamino)quinazolin-7-yl]phenyl]prop-2-enamide CNC1=NC2=CC(=CC=C2C(=N1)NC)C=1C=C(C=CC1)NC(C=C)=O